N[C@@H](CS)C(=O)N[C@@H](CC(N)=O)C(=O)NCC(=O)N[C@@H](CCCNC(N)=N)C(=O)N[C@@H](CS)C(=O)O cysteinyl-L-asparaginylglycyl-L-arginylcysteine